octadecanoxycarbonylether C(CCCCCCCCCCCCCCCCC)OC(=O)OC(=O)OCCCCCCCCCCCCCCCCCC